γ-glycidoxypropyl-tributoxysilane C(C1CO1)OCCC[Si](OCCCC)(OCCCC)OCCCC